O=C1NC(CCC1N1C(C2=CC(=C(C=C2C1)N1CCC(CC1)C=O)OC)=O)=O 1-[2-(2,6-dioxo-3-piperidinyl)-6-methoxy-1-oxo-isoindolin-5-yl]piperidine-4-carbaldehyde